CC1=C(C=C(C(=O)O)C=C1)NC1=NC=CC=C1C1=C2N=CN(C2=NC=N1)C1OCCCC1 4-methyl-3-((3-(9-(tetrahydro-2H-pyran-2-yl)-9H-purin-6-yl)pyridin-2-yl)amino)benzoic acid